FC=1C(=C(C=CC1)S(=O)(=O)CCC(=O)N1CC2CCC(C1)N2C2=CC=C(C=N2)C#N)C 6-{3-[3-(3-fluoro-2-methylbenzenesulfonyl)propanoyl]-3,8-diazabicyclo[3.2.1]octan-8-yl}pyridine-3-carbonitrile